N-{(2S,3R)-4,4-difluoro-1-(2-hydroxy-2-methylpropanoyl)-2-[(2,2',4'-trifluoro-3'-methyl[1,1'-biphenyl]-3-yl)methyl]pyrrolidin-3-yl}ethanesulfonamide FC1([C@@H]([C@@H](N(C1)C(C(C)(C)O)=O)CC=1C(=C(C=CC1)C1=C(C(=C(C=C1)F)C)F)F)NS(=O)(=O)CC)F